ClC1=CC=C(S1)CNC1=CC(=NN1C(=O)C=1N=CSC1)C1CN(CC1)C(=O)N1CCOCC1 N-[(5-Chlorothiophen-2-yl)methyl]-3-[1-(morpholin-4-carbonyl)pyrrolidin-3-yl]-1-(1,3-thiazol-4-carbonyl)-1H-pyrazol-5-amin